FC=1C=C2C=CC=NC2=CC1/C=C/C(=O)OCC Ethyl (E)-3-(6-fluoroquinolin-7-yl)acrylate